FC1=C(C=C(C=C1)OC(F)(F)F)NS(=O)=O N-(2-fluoro-5-(trifluoromethoxy)phenyl)sulfonamide